hydroxybiphenyl-4-nitrile OC1=C(C=CC(=C1)C#N)C1=CC=CC=C1